(±)-tert-butyl 3-(2-(8-(tert-butoxycarbonylamino)-6-(4-methylpyridin-3-yl)isoquinolin-3-ylamino)-2-oxoethyl)morpholine-4-carboxylate C(C)(C)(C)OC(=O)NC=1C=C(C=C2C=C(N=CC12)NC(C[C@H]1N(CCOC1)C(=O)OC(C)(C)C)=O)C=1C=NC=CC1C |r|